BrC=1SC2=C(N1)C(=C(N2)C=2C(=C(C=1N(C2)N=CN1)C)C)C(C)C 2-bromo-5-(7,8-dimethyl-[1,2,4]triazolo[1,5-a]pyridin-6-yl)-6-isopropyl-4H-pyrrolo[3,2-d]thiazole